C(C)(C)C=1C(=NNC1C=1C=C(C=2N(C1)N=CN2)C)C=2C=NC(=NC2)N2CCNCC2 6-(4-isopropyl-3-(2-(piperazin-1-yl)pyrimidin-5-yl)-1H-pyrazol-5-yl)-8-methyl-[1,2,4]triazolo[1,5-a]pyridine